3-((5-(5-methyl-5H-pyrido[4,3-b]indol-7-yl)pyridin-2-yl)oxy)cyclobutanecarboxylic acid CN1C2=C(C=3C=CC(=CC13)C=1C=CC(=NC1)OC1CC(C1)C(=O)O)C=NC=C2